ClC1=C2C=CC=NC2=C(C(=C1)C(NC(CCC)=O)C1=CC(=CC=C1)O)O N-((5-chloro-8-hydroxyquinolin-7-yl)(3-hydroxyphenyl)methyl)butyramide